C(CC=C)OC1=CC(=CC=2N1N=CC2)C2=CC(=NC=C2)[C@@H](C)N(C(=O)N[C@H](CC=C)CCC(F)(F)F)CC 1-((R)-1-(4-(7-(but-3-en-1-yloxy)pyrazolo[1,5-a]pyridin-5-yl)pyridin-2-yl)ethyl)-1-ethyl-3-((S)-7,7,7-trifluorohept-1-en-4-yl)urea